1,3-bis[4-(4-aminophenoxy)-alpha,alpha-dimethylbenzyl]benzene NC1=CC=C(OC2=CC=C(C(C)(C)C3=CC(=CC=C3)C(C3=CC=C(C=C3)OC3=CC=C(C=C3)N)(C)C)C=C2)C=C1